(3S)-3-[4-(4-piperidyl)phenoxy]piperidine-2,6-dione N1CCC(CC1)C1=CC=C(O[C@@H]2C(NC(CC2)=O)=O)C=C1